NC1=C(C=CC(=C1)F)C1=C(C=C(C(=C1)Cl)C(=O)NC=1C=C(C(=NC1)C(=O)NCCCC)Cl)F 5-(2'-amino-5-chloro-2,4'-difluoro-[1,1'-biphenyl]-4-carboxamido)-N-butyl-3-chloropicolinamide